C(C)N1CCN(CC1)C1=C(C(=NC=2N1N=CN2)C)C 7-(4-ethylpiperazin-1-yl)-5,6-dimethyl-[1,2,4]triazolo[1,5-a]pyrimidine